tert-butyl 4-(1-(5-cyano-3-hydroxy-2H-indazol-2-yl)ethyl)-5-(2,2-difluoro-ethoxy)-7-methyl-1H-indole-1-carboxylate C(#N)C1=CC2=C(N(N=C2C=C1)C(C)C1=C2C=CN(C2=C(C=C1OCC(F)F)C)C(=O)OC(C)(C)C)O